2-(1-acryloyl-4-(8-chloro-4-(3-(dimethylamino)azetidin-1-yl)-6-fluoro-7-(5-hydroxy-2-methylphenyl)-1H-imidazo[4,5-c]quinolin-1-yl)piperidin-2-yl)acetonitrile C(C=C)(=O)N1C(CC(CC1)N1C=NC=2C(=NC=3C(=C(C(=CC3C21)Cl)C2=C(C=CC(=C2)O)C)F)N2CC(C2)N(C)C)CC#N